C(C=C)(=O)OCCCCCC[Si](OCC)(OCC)C acryloyloxyhexyl-methyldiethoxysilane